2,3-Dimethyl 6-chloropyridine-2,3-dicarboxylate ClC1=CC=C(C(=N1)C(=O)OC)C(=O)OC